4-((1S,3S)-3-((5-methoxypyridin-2-yl)oxy)cyclopentyl)thiazol-2-amine COC=1C=CC(=NC1)O[C@@H]1C[C@H](CC1)C=1N=C(SC1)N